3-bromo-5,6,7,8-tetrahydro-1,6-naphthyridine hydrochloride Cl.BrC=1C=NC=2CCNCC2C1